CCCCC(C)O[Si](OCC)(OCC)N[Si](OCC)(OCC)OC(C)CCCC bis(4-butyltriethoxysilyl)amine